(1R,4aS,10aR)-N-(3-chloro-4-(pyridin-2-ylmethoxy)phenyl)-7-isopropyl-1,4a-dimethyl-1,2,3,4,4a,9,10,10a-octahydrophenanthrene-1-carboxamide ClC=1C=C(C=CC1OCC1=NC=CC=C1)NC(=O)[C@@]1(CCC[C@@]2(C3=CC=C(C=C3CC[C@@H]12)C(C)C)C)C